FC=1C=C(C=CC1)C1=CC(=C(N=N1)C1=CC=CC=C1)C1=CC=CC=C1 6-(3-Fluorophenyl)-3,4-diphenylpyridazine